[3-[5-(4-chloro-2-fluoro-phenyl)-2-pyridinyl]azetidin-1-yl]-[6-[6-(trifluoromethyl)-3-pyridinyl]-2-azaspiro[3.3]heptan-2-yl]methanone ClC1=CC(=C(C=C1)C=1C=CC(=NC1)C1CN(C1)C(=O)N1CC2(C1)CC(C2)C=2C=NC(=CC2)C(F)(F)F)F